IC[Si]1(OCCSCCO1)C 2-iodomethyl-2-methyl-1,3-dioxa-6-thia-2-silacyclooctane